ClC=1C=C(C=CC1)C=1C=C(C(=NC1)C(=O)N)O 5-(3-Chlorophenyl)-3-hydroxypyridinamide